4-[trans-2,2-dimethyl-3-(3-phenyl-1,2,4-oxadiazol-5-yl)cyclopropyl]-3-methylbenzenesulfonamide CC1([C@H]([C@@H]1C1=NC(=NO1)C1=CC=CC=C1)C1=C(C=C(C=C1)S(=O)(=O)N)C)C